N-(5-(but-3-yn-1-yl)-1,3,4-thiadiazol-2-yl)-2-(pyridin-2-yl)acetamide C(CC#C)C1=NN=C(S1)NC(CC1=NC=CC=C1)=O